((5S,7aS)-5-cyclopropyl-2-methylenetetrahydro-1H-pyrrolizin-7a(5H)-yl)methanol C1(CC1)[C@H]1N2CC(C[C@@]2(CC1)CO)=C